6-(4-bromo-3-(trifluoromethyl)phenyl)pyridazin-3(2H)-one BrC1=C(C=C(C=C1)C=1C=CC(NN1)=O)C(F)(F)F